3-(7-methoxy-1-oxo-6-(trifluoromethyl)isoindolin-2-yl)piperidine-2,6-dione COC=1C(=CC=C2CN(C(C12)=O)C1C(NC(CC1)=O)=O)C(F)(F)F